C(C=C)(=O)NCNC(C=C)=O N-[(prop-2-enamido)methyl]prop-2-enamide